CC[C@H](C)[C@H]1C(=O)NC(=C)C(=O)N[C@H](C(=O)N[C@@H](CSC[C@H](C(=O)N1)NC(=O)/C(=C/C)/NC(=O)[C@H]([C@@H](C)CC)N)C(=O)N[C@@H]2[C@@H](SC[C@H](NC(=O)CNC(=O)[C@@H]3CCCN3C2=O)C(=O)N[C@@H](CCCCN)C(=O)N[C@@H]4[C@@H](SC[C@H](NC(=O)CNC(=O)[C@@H](NC(=O)[C@@H](NC(=O)[C@@H](NC(=O)CNC4=O)C)CC(C)C)CCSC)C(=O)N[C@@H](CC(=O)N)C(=O)N[C@@H](CCSC)C(=O)N[C@@H](CCCCN)C(=O)N[C@@H]5[C@@H](SCC6C(=O)N[C@H](C(=O)N[C@@H](CS[C@H]([C@H](C(=O)N6)NC(=O)[C@@H](NC5=O)C)C)C(=O)N[C@@H](CO)C(=O)N[C@@H]([C@@H](C)CC)C(=O)N[C@@H](CC7=CN=CN7)C(=O)N[C@@H](C(C)C)C(=O)NC(=C)C(=O)N[C@@H](CCCCN)C(=O)O)CC8=CN=CN8)C)C)C)CC(C)C The molecule is a type-A lantibiotic containing 34 amino acid residues (including lanthionine (Lan), methyllanthionine (MeLan), didehydroalanine (Dha) and didehydroaminobutyric acid (Dhb)) and five thioether bridges. It is obtained by fermentation of the bacterium Lactococcus lactis and shows particular activity against Clostridium botulinum. It is used in the production of various processed foods to suppress Gram-positive spoilage and pathogenic bacteria and so extend shelf life. It has a role as an antimicrobial food preservative, a metabolite and an antibacterial agent. It is a macrocycle and a type A lantibiotic.